FC(C(=O)O)(F)F.FC(C(=O)O)(F)F.FC(C(=O)O)(F)F.FC(C(=O)O)(F)F.FC=1C=C(C=CC1OC)C1=CN=C2N1C=CN=C2NC2=CC(=C(C(=O)N)C=C2)C 4-((3-(3-fluoro-4-methoxyphenyl)imidazo[1,2-a]pyrazin-8-yl)amino)-2-methyl-benzamide tetrakis(2,2,2-trifluoroacetate)